C(CCCCCCC\C=C/C\C=C/CCCCC)(=O)OCCN(C(CN1C[C@H]([C@H](C1)O)O)=O)CCCCCCCC(=O)OC(CCCCCCCC)CCCCCCCC 2-(2-(cis-3,4-dihydroxypyrrolidin-1-yl)-N-(8-(heptadecan-9-yloxy)-8-oxooctyl)acetamido)ethyl (9Z,12Z)-octadeca-9,12-dienoate